CC=1C=NC=C(C1CO)C1=CC=CC=C1 (3-Methyl-5-phenylpyridin-4-yl)methanol